[Gd].C(=O)(O)[C@@H](CCCC1=CC=C(C=C1)OCCOCCOCC)N1CCN(CCN(CCN(CC1)[C@H](C(=O)O)CO)[C@H](C(=O)O)CO)[C@H](C(=O)O)CO (2S,2'S,2''S)-2,2',2''-{10-[(1R)-1-carboxy-4-{4-[2-(2-ethoxyethoxy)ethoxy]phenyl}butyl]-1,4,7,10-tetraazacyclododecane-1,4,7-triyl}tris(3-hydroxypropionic acid) gadolinium